BrC1=C(C(=C(C(=C1)C(C)C)F)F)OC 1-bromo-3,4-difluoro-5-isopropyl-2-methoxybenzene